ClC1=C(C=CC=C1)N1C(N=C(C2=CC=C(C=C12)C(C)(F)F)NC=1C=NOC1)=O 1-(2-chlorophenyl)-7-(1,1-difluoroethyl)-4-(isoxazol-4-ylamino)quinazolin-2(1H)-one